C(C)C1=C2C(=C(N(C2=CC=C1)C)C(=O)[O-])N ethyl-amino-1-methyl-1H-indole-2-carboxylate